Cl.NC1=C(C#N)C=C(C=N1)C1=NN2C(=C1)[C@]1(CNCC1)OCC2 2-amino-5-[(3'S)-6,7-dihydrospiro[pyrazolo[5,1-c][1,4]oxazine-4,3'-pyrrolidin]-2-yl]nicotinonitrile-hydrochloride salt